FC=1C=CC2=C([C@@H]3[C@H](O2)C3)C1CNC1=NC=C(C=3N1C=NN3)C=3C=1N(C(=CC3)C)C=CN1 N-(((1aR,6bR)-5-fluoro-1a,6b-dihydro-1H-cyclopropa[b]benzofuran-6-yl)methyl)-8-(5-methylimidazo[1,2-a]pyridin-8-yl)-[1,2,4]triazolo[4,3-c]pyrimidin-5-amine